(3R)-3-(4-Chlorophenyl)-2-[(5-chloropyridin-2-yl)methyl]-6-{2-hydroxy-1-[(3S)-3-hydroxypyrrolidin-1-yl]propan-2-yl}-3-methoxy-2,3-dihydro-1H-isoindol-1-on ClC1=CC=C(C=C1)[C@@]1(N(C(C2=CC(=CC=C12)C(CN1C[C@H](CC1)O)(C)O)=O)CC1=NC=C(C=C1)Cl)OC